BrC1=CC=C(C=C1)C=CC(=O)C1=CC=C(C=C1)F 3-(4-bromophenyl)-1-(4-fluorophenyl)prop-2-en-1-one